4-(4-{[(perfluorobutyl)sulfonyl]oxy}phenyl)piperidine-1-carboxylate FC(C(C(C(F)(F)F)(F)F)(F)F)(S(=O)(=O)OC1=CC=C(C=C1)C1CCN(CC1)C(=O)[O-])F